[N+](=O)([O-])OCCOC(C(CC1=CC=C(C=C1)OC(=O)OCCOC1=C(C=C(C=C1C)C1=NC2=CC(=CC(=C2C(N1)=O)OC)OC)C)N)=O 2-amino-3-(4-{2-[4-(5,7-dimethoxy-4-oxo-3,4-dihydro-quinazolin-2-yl)-2,6-dimethyl-phenoxy]-ethoxycarbonyloxy}-phenyl)-propionic acid 2-nitrooxy-ethyl ester